NC1=NC=C2C=C(C(=NC2=C1)C(=O)N(C)C)C=1C=NC(=CC1C)C(CC)=O 7-amino-N,N-dimethyl-3-(4-methyl-6-propionylpyridin-3-yl)-1,6-naphthyridine-2-carboxamide